tert-butyl (2r,3s)-3-{[6-(cyclopropylcarbamoyl) pyridin-3-yl] oxy}-2-methylazetidine-1-carboxylate C1(CC1)NC(=O)C1=CC=C(C=N1)O[C@@H]1[C@H](N(C1)C(=O)OC(C)(C)C)C